tert-butyl 4-[2-[4-[1-(2,6-dioxo-3-piperidyl)-3-methyl-2-oxo-benzimidazol-4-yl] piperazin-1-yl]ethyl]piperidine-1-carboxylate O=C1NC(CCC1N1C(N(C2=C1C=CC=C2N2CCN(CC2)CCC2CCN(CC2)C(=O)OC(C)(C)C)C)=O)=O